4-[1-(4-cyanophenyl)-4-oxo-2-thioxo-1,3-diazaspiro[4.4]non-3-yl]-2-trifluoromethyl-benzonitrile C(#N)C1=CC=C(C=C1)N1C(N(C(C12CCCC2)=O)C2=CC(=C(C#N)C=C2)C(F)(F)F)=S